C(C)(C)(C)OC(=O)C1(CC2=CC(=C(C=C2C1)F)F)C(=O)O 2-[(tert-Butoxy)carbonyl]-5,6-difluoro-2,3-dihydro-1H-indene-2-carboxylic acid